N,N'-bis(2,6-diisopropylphenyl)acenaphthylenediimine nickel dibromide [Ni](Br)Br.C(C)(C)C1=C(C(=CC=C1)C(C)C)N=C1C(C2=CC=CC3=CC=CC1=C23)=NC2=C(C=CC=C2C(C)C)C(C)C